3,7-dimethyl-6-octene CC(CC)CCC=C(C)C